C(C)(C)(C)C=1C=C(C=C(C1O)C(C)(C)C)P([O-])([O-])=O 3,5-di-tert-butyl-4-hydroxyphenylphosphonate